2-(4-acryloyl-3,3-dimethylpiperazin-1-yl)-N-[(3S,4R)-4-(4-fluoro-1H-pyrazol-1-yl)tetrahydrofuran-3-yl]-5H-pyrrolo[2,3-b]pyrazine-7-carboxamide C(C=C)(=O)N1C(CN(CC1)C=1N=C2C(=NC1)NC=C2C(=O)N[C@@H]2COC[C@@H]2N2N=CC(=C2)F)(C)C